C(C)(C)(C)N[Si](C)(C)C tert-butylaminotrimethyl-silane